D-Glutaminate N[C@H](CCC(N)=O)C(=O)[O-]